OC=1C=C(C=CC1)C=1C2=CC=C(N2)C(=C2C=CC(C(=C3C=CC(=C(C=4C=CC1N4)C4=CC(=CC=C4)O)N3)C3=CC(=CC=C3)O)=N2)C2=C(C(=C(C(=C2F)F)NCCSSCCNC(=O)OCC2[C@H]3CCC#CCC[C@@H]23)F)F 5,10,15-tris(3-hydroxyphenyl)-20-[4-((2-((2-(((((1R,8S,9r)-bicyclo[6.1.0]non-4-yn-9-yl)methoxy)-carbonyl)amino)ethyl)disulfanyl)ethyl)amino)tetrafluorophenyl]porphyrin